OC=1C=C2C(=CC=NC2=CC1)C(=O)N 6-hydroxyquinoline-4-carboxamide